2-bromo-4-(bromomethyl)-1-methyl-1H-imidazole BrC=1N(C=C(N1)CBr)C